[Cl-].C(CCCCCCC)(=O)OCOC(C(=O)OC1CC2CCC(C1)[N+]21CCCC1)(C1=CC=CC=C1)C1=CC=CC=C1 3-(2-((Octanoyloxy)methoxy)-2,2-diphenylacetoxy)spiro[bicyclo[3.2.1]octane-8,1'-pyrrolidin]-8-ium chloride